FC=1C=C(C=2C=C(N(C2C1)CC(F)(F)F)C#CCNC1=C(C=C(C=C1)S(=O)(=O)C)OC)N[C@@H]1[C@@H](CN(CC1)C)F |r| rac-6-fluoro-N-[(3R,4S)-3-fluoro-1-methylpiperidin-4-yl]-2-{3-[(4-methanesulfonyl-2-methoxyphenyl)amino]prop-1-yn-1-yl}-1-(2,2,2-trifluoroethyl)-1H-indol-4-amine